Cl.C(C1=CC=CC=C1)N1CCC(CC1)N1N=CC=C(C1=O)C1=CC=C(C=C1)OC 2-(1-Benzylpiperidin-4-yl)-4-(4-methoxyphenyl)pyridazin-3(2H)-one hydrochloride